ClC1=CC2=C(C3=CC=CC=C3C(=C2C=C1)OC(CC(=O)OCC)C)OC(CC(=O)OCC)C 2-chloro-9,10-bis(ethoxycarbonylpropyleneoxy)anthracene